(S)-N-(1-amino-3-hydroxy-1-oxopropan-2-yl)-5-((4-chloro-1-methyl-1H-pyrazol-5-yl)methoxy)-2-methylbenzofuran-3-carboxamide NC([C@H](CO)NC(=O)C1=C(OC2=C1C=C(C=C2)OCC2=C(C=NN2C)Cl)C)=O